ClC1=CN(C(=C1Cl)O)C(C)C1=CC=CC=C1 3,4-dichloro-5-hydroxy-1-(1-phenylethyl)-1H-pyrrol